[Si](C)(C)(C(C)(C)C)OCCN1C(=NC=2C1=NC=C(N2)SC=2C(=NC=CC2)C(F)(F)F)N2CCC(CC2)(C)NC(OC(C)(C)C)=O tert-butyl (1-(1-(2-((tert-butyldimethylsilyl)oxy)ethyl)-5-((2-(trifluoromethyl)pyridin-3-yl)thio)-1H-imidazo[4,5-b]pyrazin-2-yl)-4-methylpiperidin-4-yl)carbamate